5-(3-fluoro-1-(1-methylpiperidin-4-yl)-1H-pyrazol-4-yl)-3-(6-methoxypyridin-3-yl)-1H-pyrrolo[2,3-b]pyridine FC1=NN(C=C1C=1C=C2C(=NC1)NC=C2C=2C=NC(=CC2)OC)C2CCN(CC2)C